[Cl-].ClP(=O)(Cl)C1=C2NC(=C1)C(=C1C=CC(=N1)C(=C1C=CC(N1)=C(C=1C=CC(N1)=C2C2=CC=CC=C2)C2=CC=CC=C2)C2=CC=CC=C2)C2=CC=CC=C2 dichlorophosphoryl-tetraphenylporphyrin chloride